ClC1=CC=C(C=C1)C(C1=CN=C(S1)NC(OCCCC)=O)O butyl 5-((4-chlorophenyl)(hydroxy)methyl)thiazol-2-ylcarbamate